Tert-butyl (2-iodophenyl)(methyl)carbamate IC1=C(C=CC=C1)N(C(OC(C)(C)C)=O)C